BrC1=CC=C2C(NC(C2=C1)C1=C(NC2=CC=CC=C12)C=O)=O 3-(6-bromo-3-oxo-2,3-dihydro-1H-isoindol-1-yl)-1H-indole-2-carbaldehyde